NCCOCCOCCNC(CCCCCCCCCCCCCCC)=O N-(2-(2-(2-aminoethoxy)ethoxy)ethyl)palmitamide